C(C)(C)OC=1C=C(C=C(C1)C1(CC(C1)OC)C1=NN=CN1C)N1C(C2=CC(=CC(=C2C1)C(F)(F)F)CNC1(CCC1)C)=O 2-(3-isopropoxy-5-((1r,3r)-3-methoxy-1-(4-methyl-4H-1,2,4-triazol-3-yl)cyclobutyl)phenyl)-6-(((1-methylcyclobutyl)amino)methyl)-4-(trifluoromethyl)isoindolin-1-one